COC1=CC=C(COC=2C=C(C=CC2OCC2=CC=C(C=C2)OC)/C(/C(=O)O)=N/OC2=C(C(=C(C=C2)C)C)C)C=C1 (Z)-2-(3,4-bis((4-methoxybenzyl)oxy)phenyl)-2-((trimethylphenyloxy)imino)acetic acid